CN(CCCCC(=O)O)C1=CC=C(C=C1)/C=C/C2=CC=C(C=C2)C#N The molecule is a tertiary amino compound in which nitrogen is substituted by a methyl group, a 5-carboxypentyl group and a 4-[2-(4-cyanophenyl)vinyl]phenyl group. It is a monocarboxylic acid, a tertiary amino compound and a nitrile.